tert-butyl 3-(3-chloro-2-methylphenyl)-3-((3,3-dimethyl-2-oxo-1-(2,2,2-trifluoroethyl)indolin-6-yl)amino)azetidine-1-carboxylate ClC=1C(=C(C=CC1)C1(CN(C1)C(=O)OC(C)(C)C)NC1=CC=C2C(C(N(C2=C1)CC(F)(F)F)=O)(C)C)C